C1(=CC=CC=C1)[13C]=1OC2=C(N1)C=CC=C2C2=CC=CC=C2 2,7-diphenylbenzoxazole-13C